N1CCC(CC1)CP(OC)(OC)=O dimethyl ((piperidin-4-yl)methyl)phosphonate